COC(C(CC(F)F)C1=C(C2=C(NC(=N2)[C@H](C2CCC(CC2)(F)F)N)C=C1)F)=O 2-{2-[(S)-amino(4,4-difluorocyclohexyl)methyl]-4-fluoro-1H-benzimidazol-5-yl}-4,4-difluorobutanoic acid methyl ester